2-[[(2S,3R)-3-(tert-butoxycarbonylamino)-2-hydroxy-4-phenyl-butanoyl]amino]-3-cyclopentyl-propanoic acid C(C)(C)(C)OC(=O)N[C@@H]([C@@H](C(=O)NC(C(=O)O)CC1CCCC1)O)CC1=CC=CC=C1